O.[Zn+2].OC=1C=CC=C2C=CC=NC12.OC=1C=CC=C2C=CC=NC12 bis(8-hydroxyquinoline) zinc (II) hydrate